4-[2-ethoxyethyl-[4-(5,6,7,8-tetrahydro-1,8-naphthyridin-2-yl)butyl]amino]-2-[[2-methylazetidine-1-carbonyl]amino]butanoic acid C(C)OCCN(CCC(C(=O)O)NC(=O)N1C(CC1)C)CCCCC1=NC=2NCCCC2C=C1